O1CCN(CC1)CCCNC1=CC(N(C(N1C1=CC=C(C=C1)F)=O)C1=CC=C(C=C1)F)=O 6-morpholinopropylamino-1,3-bis(4-fluorophenyl)pyrimidine-2,4(1H,3H)-dione